(R)-2-((1-(3,7-dimethyl-4-oxo-2-(4-(2,2,2-trifluoroethyl)piperazin-1-yl)-4H-pyrido[1,2-a]pyrimidin-9-yl)ethyl)amino)benzoic acid CC1=C(N=C2N(C1=O)C=C(C=C2[C@@H](C)NC2=C(C(=O)O)C=CC=C2)C)N2CCN(CC2)CC(F)(F)F